n-ButoxyMethyl-Acrylamide C(CCC)OCC(C(=O)N)=C